NC1=C(C=C(C=C1)C1CCN(CC1)C(=O)OC(C)(C)C)CC tert-butyl 4-(4-amino-3-ethylphenyl)piperidine-1-carboxylate